[2-amino-4-(trifluoromethoxy)phenyl]-[4-[2-[(3S)-tetrahydrofuran-3-yl]-5H-pyrrolo[2,3-b]pyrazin-7-yl]-1-piperidyl]methanone NC1=C(C=CC(=C1)OC(F)(F)F)C(=O)N1CCC(CC1)C1=CNC2=NC=C(N=C21)[C@H]2COCC2